bis(pentamethylcyclopentadienyl)samarium methyl-tetrahydrofuranate COC(=O)C1OCCC1.CC1=C(C(=C(C1(C)[Sm]C1(C(=C(C(=C1C)C)C)C)C)C)C)C